2-(2-(cyclopent-1-en-1-yl)phenyl)-2-hydroxyacetic acid-(R)-1-methylpyrrolidin-3-yl ester CN1C[C@@H](CC1)OC(C(O)C1=C(C=CC=C1)C1=CCCC1)=O